ClC=1C=C(C=CC1)N(C(=O)[C@H]1N(C[C@H](C1)O)C1=NC(=CC(=C1C#N)C)C)C (2S,4S)-N-(3-Chlorophenyl)-1-(3-cyano-4,6-dimethyl-pyridin-2-yl)-4-hydroxy-N-methylpyrrolidine-2-carboxamide